COC1=C(CN(S(=O)(=O)C2=C(C=C(C=C2)N2C[C@@](CCC2)(CCC2=CC(=CC=C2)C(F)(F)F)N(C)C)F)C2=NC=NC=C2)C=CC(=C1)OC (S)-N-(2,4-dimethoxybenzyl)-4-(3-(dimethylamino)-3-(3-(trifluoromethyl)-phenethyl)piperidin-1-yl)-2-fluoro-N-(pyrimidin-4-yl)benzenesulfonamide